[(Z)-(2-methyl-4-oxo-5-propan-2-ylcyclohexa-2,5-dien-1-ylidene)amino] 3-methylbenzenesulfonate CC=1C=C(C=CC1)S(=O)(=O)O\N=C\1/C(=CC(C(=C1)C(C)C)=O)C